2-[6-amino-5-[8-[2-[3-(3-methylmorpholin-4-yl)prop-1-ynyl]-4-pyridyl]-3,8-diazabicyclo[3.2.1]octan-3-yl]pyridazin-3-yl]phenol NC1=C(C=C(N=N1)C1=C(C=CC=C1)O)N1CC2CCC(C1)N2C2=CC(=NC=C2)C#CCN2C(COCC2)C